C(C)(=O)O[C@@H]1[C@@H](O[C@H]([C@@H]([C@H]1OC(C)=O)OC(C)=O)C#C)COC(C)=O (2S,3R,4R,5S,6S)-2-[(acetyloxy)methyl]-6-ethynyloxane-3,4,5-triyl triacetate